ClC=1C=C(C=CC1F)NC(C1=CC(=CC(=C1)OCCOC)N1C=NC=C1)=O N-(3-chloro-4-fluorophenyl)-3-(imidazol-1-yl)-5-(2-methoxyethoxy)benzamide